3-(chloromethyl)-4,5,6,7-tetrahydro-[1,2,3]triazolo[1,5-a]pyridine ClCC=1N=NN2C1CCCC2